[C@H]12CN(C[C@H](CC1)N2)C=2C1=C(N=C(N2)OCC23CCCN3CC(C2)F)C(=C(N=C1)Cl)F 4-((1R,5S)-3,8-diazabicyclo[3.2.1]octan-3-yl)-7-chloro-8-fLuoro-2-((2-fluorotetrahydro-1H-pyrrolizin-7a(5H)-yl)methoxy)pyrido[4,3-d]pyrimidine